N-(5-((3-((2,6-dimethylpyrimidin-4-yl)methyl)pyrrolidin-1-yl)methyl)-4-fluorothiazol-2-yl)acetamide CC1=NC(=CC(=N1)CC1CN(CC1)CC1=C(N=C(S1)NC(C)=O)F)C